FC=1C=C(C=NC1)NC(OC(C)(C)C)=O tert-butyl N-(5-fluoropyridin-3-yl)-carbamate